[2-[(E)-3-(3-fluoroazetidin-1-yl)prop-1-enyl]sulfonylethyl]-N-methyl-carbamate FC1CN(C1)C/C=C/S(=O)(=O)CCOC(NC)=O